2-diphenylphosphinoethoxysilane C1(=CC=CC=C1)P(CCO[SiH3])C1=CC=CC=C1